1-(6-amino-3,5-difluoro-2-pyridinyl)-8-chloro-6-fluoro-1,4-dihydro-7-(3-hydroxy-1-azetidinyl)-4-oxo-3-quinolinecarboxylate NC1=C(C=C(C(=N1)N1C=C(C(C2=CC(=C(C(=C12)Cl)N1CC(C1)O)F)=O)C(=O)[O-])F)F